5-chloro-2-(difluoromethyl)-N-((1r,4r)-4-((3-hydroxy-2-oxo-3-(quinolin-2-yl)indolin-1-yl)methyl)cyclohexyl)nicotinamide ClC=1C=NC(=C(C(=O)NC2CCC(CC2)CN2C(C(C3=CC=CC=C23)(C2=NC3=CC=CC=C3C=C2)O)=O)C1)C(F)F